COC(CNC1=C(C=C(C=C1F)C1=CC(=CC=C1)OC([2H])([2H])[2H])F)=O (3,5-difluoro-3'-(methoxy-d3)-[1,1'-biphenyl]-4-yl)glycine methyl ester